C(CCC)NCCCC.P(=O)(OCCCCCCCC)(O)O 7-methyl-1-heptyl phosphate dibutylamine salt